2-[(1H-1,3-benzodiazol-2-yl)amino]-N,N-dimethyl-2-[3-(trifluoromethyl)phenyl]acetamide N1C(=NC2=C1C=CC=C2)NC(C(=O)N(C)C)C2=CC(=CC=C2)C(F)(F)F